5-chloro-3-(2-morpholinoethoxy)thiophene-2-carboxylic acid ClC1=CC(=C(S1)C(=O)O)OCCN1CCOCC1